4-(1-tert-Butoxycarbonyl-isonipecotyl)piperazine-1-carboxylic acid benzyl ester C(C1=CC=CC=C1)OC(=O)N1CCN(CC1)C(C1CCN(CC1)C(=O)OC(C)(C)C)=O